(3aR,5s,6aS)-2-((3-cyclopropyl-1-methyl-1H-pyrazol-5-yl)sulfonyl)-N-methyl-N-((tetrahydro-2H-pyran-4-yl)methyl)octahydrocyclopenta[c]pyrrol-5-amine C1(CC1)C1=NN(C(=C1)S(=O)(=O)N1C[C@@H]2[C@H](C1)CC(C2)N(CC2CCOCC2)C)C